FC1=C(C=CC(=C1)N1C[C@](CCC1)(CCC1=CC(=CC=C1)C(F)(F)F)N(C1CCN(CC1)C)C)S(=O)(=O)NC1=NC=NC=C1 (R)-2-fluoro-4-(3-(methyl(1-methylpiperidin-4-yl)amino)-3-(3-(trifluoro-methyl)phenethyl)piperidin-1-yl)-N-(pyrimidin-4-yl)benzenesulfonamide